4-amino-N'-(cyclopropanecarbonyl)-N',1-dimethyl-N-((5-(trifluoromethyl)pyridin-2-yl)methyl)-1H-pyrazolo[4,3-c][1,7]naphthyridine-8-carbohydrazide NC1=NC=2C=NC(=CC2C2=C1C=NN2C)C(=O)N(N(C)C(=O)C2CC2)CC2=NC=C(C=C2)C(F)(F)F